3,4-dihydroxydopamine OC1(C=C(CCN)C=CC1(O)O)O